C(C)C(CC1=CC=2SC(=CC2S1)C1=C(C(=C(C2=NSN=C21)C2=CC1=C(S2)C=C(S1)CC(CCCC)CC)[N+](=O)[O-])[N+](=O)[O-])CCCC 4,7-bis-[5-(2-ethylhexyl)-thieno[3,2-b]thiophen-2-yl]-5,6-dinitro-benzo[2,1,3]thiadiazole